acetyl-norbornene C(C)(=O)C12C=CC(CC1)C2